(Z)-N-(1-bromo-3-(((2-((2-(2,6-dioxopiperidin-3-yl)-1,3-dioxoisoindolin-4-yl)amino)-2-oxoethyl)(methyl)carbamoyl)oxy)prop-1-en-1-yl)-N-methylpent-4-yn-1-amine oxide Br\C(=C/COC(N(C)CC(=O)NC1=C2C(N(C(C2=CC=C1)=O)C1C(NC(CC1)=O)=O)=O)=O)\[N+](CCCC#C)(C)[O-]